2-(4-cyclopropyl-6-methoxypyrimidin-5-yl)-8-({4-[1-(oxetan-3-yl)-4-(trifluoromethyl)imidazol-2-yl]phenyl}methyl)pyrido[2,3-d]pyrimidin-7-one C1(CC1)C1=NC=NC(=C1C=1N=CC2=C(N1)N(C(C=C2)=O)CC2=CC=C(C=C2)C=2N(C=C(N2)C(F)(F)F)C2COC2)OC